[2H]C1=C(C(=C(C(=C1[2H])[2H])C2=C(C(=C(C(=C2[2H])[2H])C3=C(C(=C(C(=C3[2H])[2H])[2H])[2H])[2H])[2H])[2H])[2H])[2H] 4-terphenyl-d14